C(C)C\C(\C)=C/CC[C@H](C)CCO |r| racemic-(S)-Ethyl-Citronellol